ClC1=CC=C(OC(=O)NS(=O)(=O)C(F)(F)F)C=C1 4-chlorophenoxycarbonyl-Trifluoromethyl-Sulfonamide